7-Cyano-3-(methoxymethoxy)-8-((triisopropylsilyl)ethynyl)naphthalen-1-yl trifluoromethanesulfonate FC(S(=O)(=O)OC1=CC(=CC2=CC=C(C(=C12)C#C[Si](C(C)C)(C(C)C)C(C)C)C#N)OCOC)(F)F